FC(C=1N=C2N(C(=CC=C2)NC2CCC(CC2)NC(C2=CC=CC=C2)=O)C1)(F)F N-[(1s,4s)-4-{[2-(trifluoromethyl)imidazo[1,2-a]pyridin-5-yl]amino}cyclohexyl]benzamide